(R)-N-(2-((1H-pyrazol-5-yl)amino)-6-(3-methylmorpholino)pyridin-4-yl)-N-methylmethanesulfonamide N1N=CC=C1NC1=NC(=CC(=C1)N(S(=O)(=O)C)C)N1[C@@H](COCC1)C